1,3-bis(3-thienyl)propanone S1C=C(C=C1)CC(CC1=CSC=C1)=O